Ethyl 6-(((R)-1-((R)-2-(((tert-butoxycarbonyl)amino)methyl)-5-fluoro-2-methyl-2,3-dihydrobenzofuran-7-yl)ethyl)amino)imidazo[1,2-b]pyridazine-3-carboxylate C(C)(C)(C)OC(=O)NC[C@@]1(OC2=C(C1)C=C(C=C2[C@@H](C)NC=2C=CC=1N(N2)C(=CN1)C(=O)OCC)F)C